(R)-2-amino-4-azidobutyric acid N[C@@H](C(=O)O)CCN=[N+]=[N-]